S(=O)(=O)(C)[C@]1(CC2=CC[C@H]3[C@@H]4CC[C@H]([C@@H](CCCC(C)C)C)[C@]4(CC[C@@H]3[C@]2(CC1)C)C)O 3-mesyl-cholesterol